C1C(CC2=CC=CC=C12)C(=O)O 2,3-dihydro-1H-indene-2-carboxylic acid